4-(5-amino-7-bromo-2H-indazol-2-yl)piperidine-1-carboxylic acid tert-butyl ester C(C)(C)(C)OC(=O)N1CCC(CC1)N1N=C2C(=CC(=CC2=C1)N)Br